6-((1S,3R)-6-ethynyl-3-methyl-2-(2,2,2-trifluoroethyl)-2,3,4,9-tetrahydro-1H-pyrido[3,4-b]indol-1-yl)-N-(1-(3-fluoropropyl)pyrrolidin-3-yl)pyridin-3-amine C(#C)C=1C=C2C3=C(NC2=CC1)[C@H](N([C@@H](C3)C)CC(F)(F)F)C3=CC=C(C=N3)NC3CN(CC3)CCCF